[4-(4-diphenylamino-phenyl)naphthalen-1-yl]-diphenylamine C1(=CC=CC=C1)N(C1=CC=C(C=C1)C1=CC=C(C2=CC=CC=C12)N(C1=CC=CC=C1)C1=CC=CC=C1)C1=CC=CC=C1